BrC=1N=C2C(=NC1)N(CC2(C)C)C2=CC(=C(C=C2)F)F 2-bromo-5-(3,4-difluorophenyl)-7,7-dimethyl-6,7-dihydro-5H-pyrrolo[2,3-b]pyrazine